O.[Pb] plumbum water